1-methyl-1H-pyrazin-5-ol CN1CC=NC(=C1)O